O=C1NC(CCC1C1=CC(=C(C=C1)N1CCN(CC1)CCC1N(CC(C1)(F)F)NC(OC(C)(C)C)=O)F)=O tert-butyl (2-(2-(4-(4-(2,6-dioxopiperidin-3-yl)-2-fluorophenyl)piperazin-1-yl)ethyl)-4,4-difluoropyrrolidin-1-yl)carbamate